NC1=NC=C(C2=C1C(=NN2[C@@H]2CN(CC2)C(C=C)=O)C#CC2=C(C(=CC(=C2F)OC)OC)F)C=2C=NN(C2)C (S)-1-(3-(4-amino-3-((2,6-difluoro-3,5-dimethoxyphenyl)ethynyl)-7-(1-methyl-1H-pyrazol-4-yl)-1H-pyrazolo[4,3-c]pyridin-1-yl)pyrrolidin-1-yl)prop-2-en-1-one